COC(C(C(F)(F)F)(F)F)(F)F HEPTAFLUOROPROPYL METHYL ETHER